4-[2-(pyrrolidin-1-yl)ethoxy]aniline N1(CCCC1)CCOC1=CC=C(N)C=C1